NC1=NC=2C=NC(=CC2C2=C1COC2)N2C(CC[C@@H](C2)C)C2=CC1=C(OC3(CC3)C(N1)=O)C=C2 6-((5S)-1-(4-amino-1,3-dihydrofurano[3,4-c][1,7]naphthyridin-8-yl)-5-methylpiperidin-2-yl)spiro[benzo[b][1,4]oxazine-2,1'-cyclopropane]-3(4H)-one